[NH+]1(CCCC1)[2H] pyrrolidinium-d